5-[4-(t-butoxycarbonyl)piperazin-1-yl]-3-methoxycinnoline-8-carboxylic acid C(C)(C)(C)OC(=O)N1CCN(CC1)C1=C2C=C(N=NC2=C(C=C1)C(=O)O)OC